2-(methylbenzenesulfinyl)benzene CC1=C(C=CC=C1)S(=O)C1=CC=CC=C1